N1(CCCC1)C(=O)OC1=CC(=C(C=C1)C(\C=C\C1=CC=C(C=C1)N1CCCCC1)=O)O [3-Hydroxy-4-[(E)-3-(4-piperidin-1-ylphenyl)prop-2-enoyl]phenyl] pyrrolidine-1-carboxylate